C(C)(=O)OCC([C@H](C[C@H]1C(NCCC1)=O)NC([C@H](CC(C)C)NC(C(=O)NC1=C(C=CC=C1)F)=O)=O)=O (S)-3-((S)-2-(2-((2-fluorophenyl)amino)-2-oxoacetamido)-4-methylpentanamido)-2-oxo-4-((S)-2-oxopiperidin-3-yl)butyl acetate